FC1=C(C(=O)N[C@H](C(C)C)C(=O)N2CCC3(C(CN(C3=O)C)C3=CC=C(C(=O)O)C=C3)CC2)C=C(C=C1)C(F)(F)F 4-(8-((2-fluoro-5-(trifluoromethyl)benzoyl)-D-valyl)-2-methyl-1-oxo-2,8-diazaspiro[4.5]decan-4-yl)benzoic acid